2-(1-(6-chloro-2-methoxypyrimidin-4-yl)-2-ethylpyrrolidin-2-yl)ethan-1-ol ClC1=CC(=NC(=N1)OC)N1C(CCC1)(CC)CCO